nonanolactam C1(CCCCCCCCN1)=O